FC=1C=NN(C1)C1=CC=C(C=N1)[C@H](C)NC(=O)C1CC=C(CC1)C1=NC(=CC(=C1)C)NC1=NNC(=C1)C N-((S)-1-(6-(4-fluoro-1H-pyrazol-1-yl)pyridin-3-yl)ethyl)-4-(4-methyl-6-(5-methyl-1H-pyrazol-3-ylamino)pyridin-2-yl)cyclohex-3-enecarboxamide